C(C)\[N+](\CCC[N+](C)(C)C)=C/1\C=CC2=NC3=CC(=C(C=C3OC2=C1)NCC)C (E)-N1-ethyl-N1-(7-(ethylamino)-8-methyl-3h-phenoxazin-3-ylidene)-N3,N3,N3-trimethylpropane-1,3-diaminium